methyl 4-[7-(4-chloro-2-fluoro-phenyl)-2,7-diazaspiro[3.5]nonan-2-yl]-5-fluoro-2-methoxy-benzoate ClC1=CC(=C(C=C1)N1CCC2(CN(C2)C2=CC(=C(C(=O)OC)C=C2F)OC)CC1)F